C1(=CC=CC=C1)S(=O)(=O)OC1=C(C=CC=2CC3N(CC12)CCC=1C=C(C(=CC13)OCCO)OC)OC 2-(2-hydroxyethoxy)-3,10-dimethoxy-5,6,7,8,13,13a-hexahydroisoquinolino[2,1-b]isoquinolin-9-yl benzenesulfonate